8-chloro-2-((2-hydroxybut-3-yn-1-yl)amino)-3-((1-methyl-1H-pyrazol-4-yl)methyl-d2)-N-(1-methylcyclopropyl)-4-oxo-3,4-dihydroquinazoline-6-sulfonamide ClC=1C=C(C=C2C(N(C(=NC12)NCC(C#C)O)C([2H])([2H])C=1C=NN(C1)C)=O)S(=O)(=O)NC1(CC1)C